ClC=1C=C(CC=2C=CC(=NC2)NC(=O)C2=CN(C(C(=C2)F)=O)C)C=CC1 N-(5-(3-chlorobenzyl)pyridin-2-yl)-5-fluoro-1-methyl-6-oxo-1,6-dihydropyridine-3-carboxamide